C(C)=C1CC(C1)(C1=NN=CN1C)C=1C=C(C=CC1)N1C(C2=C(C(=C1)C(F)(F)F)C=C(N2)CN2C[C@H](CCC2)C)=O 6-[3-[3-ethylidene-1-(4-methyl-1,2,4-triazol-3-yl)cyclobutyl]phenyl]-2-[[(3S)-3-methyl-1-piperidinyl]methyl]-4-(trifluoromethyl)-1H-pyrrolo[2,3-c]pyridin-7-one